NC=1C2=C(N=CN1)N(C(=C2C2=CC=C(C(=O)N(C)C(CF)CF)C=C2)C2=CC=C(C=C2)NC(C(=C)C)=O)C 4-(4-amino-6-(4-methacrylamido-phenyl)-7-methyl-7H-pyrrolo[2,3-d]pyrimidin-5-yl)-N-(1,3-difluoropropan-2-yl)-N-methylbenzamide